[Li].[Li].C/C(/C(=O)O)=C/C(=O)O 2-methyl-maleic acid dilithium